C1(=CC=CC=C1)C1=NN=C(S1)CNC(=O)C=1N=NN(C1)CCCC(F)(F)F N-((5-phenyl-1,3,4-thiadiazol-2-yl)methyl)-1-(4,4,4-trifluorobutyl)-1H-1,2,3-triazole-4-carboxamide